ClC1=CC(=C2C(=N1)N(C=C2)C2CCCC2)CO (6-chloro-1-cyclopentyl-1H-pyrrolo[2,3-B]pyridin-4-yl)methanol